5-(2-bromoacetyl)thiophene-2-carboxamide BrCC(=O)C1=CC=C(S1)C(=O)N